NC=1SC2=C(C1C#N)C(CCC2)(C(=O)OCC)C ethyl 2-amino-3-cyano-4-methyl-4,5,6,7-tetrahydro-1-benzothiophene-4-carboxylate